3-chloropropyldiallylmethylmethylsilane ClCCC[SiH](C)C(CC=C)CC=C